3-(5-[[3-(3-hydroxypropoxy)azetidin-1-yl]methyl]-3-methyl-2-oxo-1,3-benzodiazol-1-yl)piperidine-2,6-dione OCCCOC1CN(C1)CC1=CC2=C(N(C(N2C)=O)C2C(NC(CC2)=O)=O)C=C1